2-acetamido-3-butyrylamino-N-(5-nitrothiazol-2-yl)benzamide ((((((R)-1-(6-amino-9H-purin-9-yl)propan-2-yl)oxy)methyl)(phenoxy)phosphoryl)oxy)methyl-Pivalate Fumarate C(\C=C\C(=O)O)(=O)O.NC1=C2N=CN(C2=NC=N1)C[C@@H](C)OCP(=O)(OC1=CC=CC=C1)OCCC(C(=O)O)(C)C.C(C)(=O)NC1=C(C(=O)NC=2SC(=CN2)[N+](=O)[O-])C=CC=C1NC(CCC)=O